2-(2-hydroxy-3-tert-butyl-5-methoxyphenyl)-benzotriazole OC1=C(C=C(C=C1C(C)(C)C)OC)N1N=C2C(=N1)C=CC=C2